N3,N3,N5,N5-Tetramethylpyrazolo[1,5-a]pyrimidine-3,5-diamine CN(C=1C=NN2C1N=C(C=C2)N(C)C)C